OC1=C(C=CC(=C1)OCCC(=O)OCCCCCC(C)C)C1=NC(=NC(=N1)C1=CC=C(C=C1)C1=CC=CC=C1)C1=CC=C(C=C1)C1=CC=CC=C1 2-(2-hydroxy-4-(isooctyloxycarbonylethoxy)phenyl)-4,6-bis(4-phenylphenyl)-1,3,5-triazine